FC(C=1C(=C(C=CC1)[C@@H](C)NC=1C2=C(N=C(N1)C)N=C(C(=C2)S(=O)(=O)C2CCN(CC2)C)NC)F)F (R)-N4-(1-(3-(difluoromethyl)-2-fluorophenyl)ethyl)-N7,2-dimethyl-6-((1-methylpiperidin-4-yl)sulfonyl)pyrido[2,3-d]pyrimidine-4,7-diamine